(4-hydroxyphenyl)-4-(4-aminophenyl)piperazine OC1=CC=C(C=C1)N1CCN(CC1)C1=CC=C(C=C1)N